magnesium copper-aluminum [Al].[Cu].[Mg]